(R)-N-(4-(3-((5-(Piperidin-1-yl)-6-(1H-pyrazol-4-yl)-[1,2,4]triazolo[1,5-a]pyridin-2-yl)amino)piperidine-1-carbonyl)phenyl)acrylamide N1(CCCCC1)C1=C(C=CC=2N1N=C(N2)N[C@H]2CN(CCC2)C(=O)C2=CC=C(C=C2)NC(C=C)=O)C=2C=NNC2